1,1-bis(4-di-p-tolylaminophenyl)-4-phenylcyclohexane C1(=CC=C(C=C1)N(C1=CC=C(C=C1)C1(CCC(CC1)C1=CC=CC=C1)C1=CC=C(C=C1)N(C1=CC=C(C=C1)C)C1=CC=C(C=C1)C)C1=CC=C(C=C1)C)C